C(C1=CC=CC=C1)OC1=CC=C2CCC(NC2=C1)=O 7-(benzyloxy)-3,4-dihydroquinoline-2(1H)-one